8-(2-Fluorobenzyl)-6-(1-(3-Fluorobenzyl)-5-methyl-1H-1,2,4-triazol-3-yl)imidazo[1,2-a]pyrazine FC1=C(CC=2C=3N(C=C(N2)C2=NN(C(=N2)C)CC2=CC(=CC=C2)F)C=CN3)C=CC=C1